NC1=C2C(=NC=N1)NN=C2C(=O)NC=2OC1=C(N2)C=CC=C1 4-amino-N-(benzo[d]oxazol-2-yl)-1H-pyrazolo[3,4-d]pyrimidine-3-carboxamide